(E)-5-(3,5-dichlorobenzyl)-3-(2-(pyridin-2-yl)vinyl)-1H-indazole ClC=1C=C(CC=2C=C3C(=NNC3=CC2)\C=C\C2=NC=CC=C2)C=C(C1)Cl